CN1C([C@@](C2=CC(=CC=C12)C)(C(=O)OC)C)=O Methyl (R)-1,3,5-trimethyl-2-oxoindoline-3-carboxylate